3-methylene-1-((methylsulfonyl)methyl)cyclobutane-1-carbonitrile C=C1CC(C1)(C#N)CS(=O)(=O)C